4-[2-(phthalimido)ethoxy]-3-oxo-butyric acid ethyl ester C(C)OC(CC(COCCN1C(C=2C(C1=O)=CC=CC2)=O)=O)=O